3-fluoroindolinone FC1C(NC2=CC=CC=C12)=O